barium-strontium-iron oxide [O-2].[Fe+2].[Sr+2].[Ba+2].[O-2].[O-2]